FC=1C=C(C2=C(CCO2)C1)[N+](=O)[O-] 5-fluoro-7-nitro-2,3-dihydrobenzofuran